COC=1C=C(C2COC3=CC=CC=C3C2)C=CC1OC 3',4'-dimethoxyisoflavan